2-Chloro-4-((2R,5S)-5-((4-cyanophenoxy)methyl)-2-(trifluoromethyl)oxazolidin-3-yl)-3-methylbenzonitril ClC1=C(C#N)C=CC(=C1C)N1[C@H](O[C@@H](C1)COC1=CC=C(C=C1)C#N)C(F)(F)F